BrC1=C(C(=CC(=C1)F)C(CC)=O)C1OCCCC1C(=O)N (2-bromo-4-fluoro-6-propanoyl-phenyl)tetrahydropyran-3-carboxamide